S1C(=CC=C1)C(C)(C)O 2-(thien-2-yl)propan-2-ol